titanium tetrapentanol C(CCCC)O.C(CCCC)O.C(CCCC)O.C(CCCC)O.[Ti]